COC=1C=C(CNC(C(=O)[C@H]2N(CC(C2)(F)F)C(CNC(=O)C2=CC=NC3=CC=C(C=C23)OCCCN2CCN(CC2)C(=O)OC(C)(C)C)=O)=O)C=CC1OC tert-butyl (S)-4-(3-((4-((2-(2-(2-((3,4-dimethoxybenzyl)amino)-2-oxoacetyl)-4,4-difluoropyrrolidin-1-yl)-2-oxoethyl)carbamoyl)quinolin-6-yl)oxy)propyl)piperazine-1-carboxylate